methyl 2-bromo-3-chloro-5-[[5-chloro-4-(cyclopentylamino)pyrimidin-2-yl]amino]benzoate BrC1=C(C(=O)OC)C=C(C=C1Cl)NC1=NC=C(C(=N1)NC1CCCC1)Cl